N,N'-bis[4-bis(3-methylphenyl)aminophenyl]-N,N'-diphenyl-4,4'-diaminobiphenyl CC=1C=C(C=CC1)N(C1=CC=C(C=C1)N(C1=CC=C(C=C1)C1=CC=C(C=C1)N(C1=CC=CC=C1)C1=CC=C(C=C1)N(C1=CC(=CC=C1)C)C1=CC(=CC=C1)C)C1=CC=CC=C1)C1=CC(=CC=C1)C